(E)-7-(diethylamino)-N'-(4-(diethylamino)-2-hydroxybenzylidene)-2-oxo-2H-chromene-3-carbohydrazide C(C)N(C1=CC=C2C=C(C(OC2=C1)=O)C(=O)N/N=C/C1=C(C=C(C=C1)N(CC)CC)O)CC